[Si](C)(C)(C(C)(C)C)OC1CCC(CC1)OC1=CC2=C(OC[C@@H](C(N2C)=O)NC(OC(C)(C)C)=O)C=C1 tert-butyl ((S)-7-(((1s,4R)-4-((tert-butyldimethylsilyl)oxy)cyclohexyl)oxy)-5-methyl-4-oxo-2,3,4,5-tetrahydrobenzo[b][1,4]oxazepin-3-yl)carbamate